methyl 5-(2-amino-1-phenyl-1H-imidazol-4-yl)pentanoate NC=1N(C=C(N1)CCCCC(=O)OC)C1=CC=CC=C1